1-methyl-1H-pyrazole-4-carboxamide CN1N=CC(=C1)C(=O)N